2-[4-[3-[4-[(2-Methyl-1,3-thiazol-4-yl)methoxy]phenyl]prop-2-enoyl]phenoxy]propanoic acid CC=1SC=C(N1)COC1=CC=C(C=C1)C=CC(=O)C1=CC=C(OC(C(=O)O)C)C=C1